trimethyl-N,N',N''-trimethylolmelamine CN(C1=NC(=NC(=N1)N(CO)C)N(CO)C)CO